1-((6-bromo-3-(5-methylpyridin-3-yl)-2,4-dioxo-3,4-dihydrothieno[3,2-d]pyrimidin-1(2H)-yl)methyl)cyclopropane-1-carbonitrile BrC1=CC=2N(C(N(C(C2S1)=O)C=1C=NC=C(C1)C)=O)CC1(CC1)C#N